ClC=1C=C(C=CC1C1=C(N=C(N1)C1=NC=C(C=C1)F)Cl)S(=O)(=O)NCCO 3-Chloro-4-[4-chloro-2-(5-fluoro-2-pyridyl)-1H-imidazol-5-yl]-N-(2-hydroxyethyl)benzenesulfonamide